C1N(CCC2=CC=CC=C12)C[C@H](CN1CCOC2=C(C1=O)C=CC(=C2)OC2CCN(CC2)C)O 4-[(2R)-3-(3,4-dihydro-1H-isoquinolin-2-yl)-2-hydroxy-propyl]-8-[(1-methyl-4-piperidinyl)oxy]-2,3-dihydro-1,4-benzoxazepin-5-one